α-Aminoisobutyric Acid NC(C(=O)O)(C)C